O1CC(=NC=C1)C#N [1,4]oxazine-3-carbonitrile